bis(5-methoxy-1,3-benzoxazol-2-yl)zinc diiodide [I-].[I-].COC=1C=CC2=C(N=C(O2)[Zn]C=2OC3=C(N2)C=C(C=C3)OC)C1